FC=1C=C(C=CC1OCCC)C=1C=C2CCC(C(C2=CC1)NC(O[C@@H]1CN2CCC1CC2)=O)(C)C (S)-quinuclidin-3-yl (6-(3-fluoro-4-propoxyphenyl)-2,2-dimethyl-1,2,3,4-tetrahydronaphthalen-1-yl)carbamate